tert-butyl N-[(tert-butoxy)carbonyl]-N-{5-chloro-7H-pyrrolo[2,3-d]pyrimidin-4-yl}carbamate C(C)(C)(C)OC(=O)N(C(OC(C)(C)C)=O)C=1C2=C(N=CN1)NC=C2Cl